2-chloro-N-{2-fluoro-4-methyl-5-[(2,2,2-trifluoroethyl)sulfanyl]phenyl}acetamide tert-butyl-rac-(3aR,7aR)-1,2,3,3a,4,5,7,7a-octahydropyrrolo[2,3-c]pyridine-6-carboxylate C(C)(C)(C)OC(=O)N1C[C@H]2[C@@H](CC1)CCN2.ClCC(=O)NC2=C(C=C(C(=C2)SCC(F)(F)F)C)F |r|